N-(Cyclopropylcarbamoyl)-2-(2-fluorophenyl)-2-(4-(trifluoromethyl)pyridin-2-yl)acetamide C1(CC1)NC(=O)NC(C(C1=NC=CC(=C1)C(F)(F)F)C1=C(C=CC=C1)F)=O